ClC1=CC=C(C=C1)C1=C(N(C2=C(C=CC=C12)C)C)C(=O)O 3-(4-chlorophenyl)-1,7-dimethyl-indole-2-carboxylic acid